C1(CC1)COC1=CC=C(C=N1)C=1N=C(NC(C1)=O)C=1C=C(CNC(C(C)C)=O)C=CC1C(F)(F)F N-(3-{4-[6-(cyclopropylmethoxy)pyridin-3-yl]-6-oxo-1,6-dihydropyrimidin-2-yl}-4-(trifluoromethyl)benzyl)isobutyramide